C(C)(=O)NC(C(=O)NC(C(=O)OCC)CC(=O)C1=C(C=CC=C1)N)CC(=O)C1=C(C=CC=C1)N ethyl 2-(2-acetamido-4-(2-aminophenyl)-4-oxobutanamido)-4-(2-aminophenyl)-4-oxobutanoate